CC=1C=C(C=CC1O)C(C(C1=CC=CC=C1)C1=CC(=C(C=C1)O)C)C1=CC=CC=C1 1,2-bis(3-methyl-4-hydroxyphenyl)-1,2-diphenylethane